C(CCCC=C)[Si](OCC)(C)C 5-hexenyldimethylethoxysilane